N-[(2-amino-3-fluoroquinolin-7-yl)methyl]-2-cyclopropyl-N-(4-fluoro-2-methanesulfonylphenyl)pyrimidine-5-carboxamide NC1=NC2=CC(=CC=C2C=C1F)CN(C(=O)C=1C=NC(=NC1)C1CC1)C1=C(C=C(C=C1)F)S(=O)(=O)C